[Si](C)(C)(C(C)(C)C)O[C@H](/C=C/C1CC(CC1)=O)C(CC#CC)C 3-((3S,E)-3-((tert-butyldimethylsilyl)oxy)-4-methylocta-1-en-6-yn-1-yl)cyclopentanone